BrC1=CC=2OCCNC2N=C1 7-bromo-2H,3H,4H-pyrido[3,2-b][1,4]oxazine